C1(CC1)C=1C(=C2C(C(N(C2=C(C1)F)C=1C(N(C=C(C1)C)CCCC(=O)OC)=O)=O)(C)C)F methyl 4-(3-(5-cyclopropyl-4,7-difluoro-3,3-dimethyl-2-oxoindolin-1-yl)-5-methyl-2-oxopyridin-1(2H)-yl)butanoate